C(CCCC)OCCCCC.[Hf] hafnium amyloxide